1'-(5-((2,6-dioxopiperidin-3-yl)amino)pyridin-2-yl)-[4,4'-bipiperidine]-1-carboxylic acid tert-butyl ester C(C)(C)(C)OC(=O)N1CCC(CC1)C1CCN(CC1)C1=NC=C(C=C1)NC1C(NC(CC1)=O)=O